FC(C1(CC(=NO1)C1=C2C(=C(N=C1)CO)OC=C2)C2=CC(=CC=C2)C(F)(F)F)(F)F 4-[4,5-dihydro-5-(trifluoromethyl)-5-[3-(trifluoro-methyl)phenyl]-3-isoxazolyl]furo[2,3-c]pyridine-7-methanol